[N+](=O)([O-])C1=CC=C(O1)CN1C(NC(C(=C1)F)=O)=O (5-Nitrofuran-2-yl)methyl-5-fluoro-2,6-dioxo-3,6-dihydropyrimidine